6-iodo-1-(2,2,2-trifluoroethyl)benzimidazole-4-carboxylic acid IC=1C=C(C2=C(N(C=N2)CC(F)(F)F)C1)C(=O)O